N-({2-[(4-methoxyphenyl)methyl]-4-methyl-2-azabicyclo[3.1.1]hept-3-yl}methyl)-5-(trifluoromethyl)pyrazin-2-amine COC1=CC=C(C=C1)CN1C2CC(C(C1CNC1=NC=C(N=C1)C(F)(F)F)C)C2